2-((5aR,8aS)-1-((2-(trimethylsilyl)ethoxy)methyl)-5a,6,8,8a-tetrahydrofuro[3,4-b]pyrrolo[3',2':5,6]pyrido[3,2-e][1,4]oxazin-5(1H)-yl)benzoic acid C[Si](CCOCN1C=CC2=CC=3N([C@H]4[C@H](OC3N=C21)COC4)C4=C(C(=O)O)C=CC=C4)(C)C